2-(2-(2-((4-(2-oxoindolin-6-yl)pyridin-2-yl)amino)ethoxy)ethyl)acetamide O=C1NC2=CC(=CC=C2C1)C1=CC(=NC=C1)NCCOCCCC(=O)N